CC1(NC(C=C(C1)NC(=O)C1=CC(=CC=C1)C(=O)NC=1CC(NC(C1)(C)C)(C)C)(C)C)C N,N'-bis(2,2,6,6-tetramethyl-4-pyridyl)-1,3-benzenedicarboxamide